FC1=C(OC2=C(C=C(C=C2)N=S2(CCCC2)=O)C=2C3=C(C(N(C2)C)=O)NC=C3)C=CC(=C1)F 4-{2-(2,4-difluorophenoxy)-5-[(1-oxidotetrahydro-1λ6-thiophen-1-ylidene)amino]phenyl}-6-methyl-1,6-dihydro-7H-pyrrolo[2,3-c]pyridin-7-one